2-tert-butyl-6-(3-tert-butyl-5-methyl-2-hydroxybenzyl)-4-methylphenyl acrylate C(C=C)(=O)OC1=C(C=C(C=C1CC1=C(C(=CC(=C1)C)C(C)(C)C)O)C)C(C)(C)C